C1(=CC=CC=C1)CCC[Si](OC)(OC)OC 3-phenylpropyltrimethoxysilane